(6R)-17-Amino-6-hydroxy-12-(3-methyl-1-bicyclo[1.1.1]pentanyl)-6,15-bis(trifluoromethyl)-19-oxa-3,4,12,18-tetrazatricyclo[12.3.1.12,5]nonadeca-1(18),2,4,14,16-pentaen-13-one NC1=CC(=C2C(N(CCCCC[C@@](C3=NN=C(C1=N2)O3)(C(F)(F)F)O)C32CC(C3)(C2)C)=O)C(F)(F)F